NC1=NC=CC2=CC(=CC=C12)CNC(=O)[C@H]1N(CC1)C([C@@H](CCC1=CC=CC=C1)NC(C)C)=O (2S)-N-[(1-aminoisoquinolin-6-yl)methyl]-1-[(2R)-2-(isopropylamino)-4-phenylbutyryl]azetidine-2-carboxamide